triazatetracyclo[13.5.2.12,6.018,21]tricosa-1(20),2,4,6(23),15,17,21-heptaene C=12C3=NN=NC(CCCCCCCCC4=CC=C(CC1)C2=C4)=C3